CN1CC(CC1)CO (1-methyl-3-pyrrolidinyl)methanol